FC(C(C)(O)C)(F)F 1,1,1-trifluoro-2-methylpropan-2-ol